N1=NN=CC=C1 1,2,3-Triazin